1-(2-aminopyridin-3-yl)-3,3-difluoropropan-1-ol NC1=NC=CC=C1C(CC(F)F)O